N-[(2,4-Dimethoxyphenyl)methyl]-5-methyl-1-(2-trimethylsilylethoxymethyl)pyrazolo[3,4-c]pyridine-3-carboxamide COC1=C(C=CC(=C1)OC)CNC(=O)C1=NN(C2=CN=C(C=C21)C)COCC[Si](C)(C)C